N-(5-((5-(1-cyanocyclopropyl)pyridin-2-yl)methoxy)-1,3,4-thiadiazol-2-yl)-4-(2-methoxyphenyl)-6-methylnicotinamide C(#N)C1(CC1)C=1C=CC(=NC1)COC1=NN=C(S1)NC(C1=CN=C(C=C1C1=C(C=CC=C1)OC)C)=O